C(C)(C)C=1SC=C(N1)C=O (2-isopropyl-1,3-thiazol-4-yl)methanone